3-(3-methoxy-4-nitro-phenyl)-1H-1,2,4-triazole COC=1C=C(C=CC1[N+](=O)[O-])C1=NNC=N1